1-methyl-6-((2-(8-(methylthio)imidazo[1,5-a]pyridin-3-yl)propan-2-yl)carbamoyl)-3-azabicyclo[3.1.0]hexane-3-carboxylic acid tert-butyl ester C(C)(C)(C)OC(=O)N1CC2(C(C2C1)C(NC(C)(C)C1=NC=C2N1C=CC=C2SC)=O)C